2,5-Dichloro-N4-(3,5-dimethoxyphenyl)pyrimidin-4-amine ClC1=NC=C(C(=N1)NC1=CC(=CC(=C1)OC)OC)Cl